C=1(C=CC=C2C1C1=C3C(=CC=C1C=1C=CC=CC21)C=CC=C3)CCCC(C)=O dibenzophenanthrenepentanone